5-chloro-1-(1-(5-cyclopropylthiophene-2-yl)ethyl)-1H-indazole-7-carboxylic acid ClC=1C=C2C=NN(C2=C(C1)C(=O)O)C(C)C=1SC(=CC1)C1CC1